9-[1-methyl-7-[4-(4-methylpiperazin-1-yl)anilino]-2-oxo-4H-pyrimido[4,5-d]pyrimidin-3-yl]-6-azaspiro[3.5]nonane-6-carboxylic acid tert-butyl ester C(C)(C)(C)OC(=O)N1CC2(CCC2)C(CC1)N1C(N(C2=NC(=NC=C2C1)NC1=CC=C(C=C1)N1CCN(CC1)C)C)=O